1-[3-cyclopropyl-6-[6-methoxy-5-[(6-methylpyridazin-3-yl)amino]benzimidazol-1-yl]-2-pyridyl]-5-methyl-pyrazole-3-carbonitrile C1(CC1)C=1C(=NC(=CC1)N1C=NC2=C1C=C(C(=C2)NC=2N=NC(=CC2)C)OC)N2N=C(C=C2C)C#N